N-[2-methanesulfonyl-5-(trifluoromethyl)pyridin-3-yl]pyridine-3-carboxamide CS(=O)(=O)C1=NC=C(C=C1NC(=O)C=1C=NC=CC1)C(F)(F)F